COC(CC1=CC=CC2=CC=CC(=C12)OC)=O.N1(CCNCC1)N1CCCC1 piperazinopyrrolidine methyl-8-methoxy-alpha-1-naphthylacetate